NC1=NC=CC=C1C1=NC=2C(=NC(=CC2)OC([2H])([2H])[2H])N1C1=CC=C(CN2CCC(CC2)NC2=NC(=NC=C2)C#N)C=C1 4-((1-(4-(2-(2-aminopyridin-3-yl)-5-(methoxy-d3)-3H-imidazo[4,5-b]pyridin-3-yl)benzyl)piperidin-4-yl)amino)pyrimidine-2-carbonitrile